ClC1=CC=C(C=N1)[C@@H]1CC[C@H](CO1)C(=O)OCC ethyl (3R,6S)-6-(6-chloropyridin-3-yl)tetrahydro-2H-pyran-3-carboxylate